C(C)(C)C1(CC(=NC=C1)N)N 4-isopropylpyridine-2,4-diamine